C(C)(C)(C)OC(=O)N[C@H]1CSC2=C(N(C1=O)CC1=CC=C(C=C1)Cl)C=C(C(=C2C)F)C(=O)O (3R)-3-(tert-butoxycarbonylamino)-5-[(4-chlorophenyl)methyl]-8-fluoro-9-methyl-4-oxo-2,3-dihydro-1,5-benzothiazepine-7-carboxylic acid